rac-dimethylsilyl-(indenyl)(1,5,6,7-tetrahydro-s-indacenyl)hafnium C[SiH](C)[Hf](C1C=CC2=CC=3CCCC3C=C12)C1C=CC2=CC=CC=C12